C1(CC1)N1N=CC(=C1)C=1C=C(C=CC1)N(C(=O)[C@@H]1CC[C@H](CC1)C(=O)O)C[C@@H]1CC[C@H](CC1)C=1C=NC(=CC1)N(C)C trans-4-((3-(1-Cyclopropyl-1H-pyrazol-4-yl)phenyl)((trans-4-(6-(dimethylamino)pyridin-3-yl)cyclohexyl)methyl)carbamoyl)-cyclohexanecarboxylic acid